5,10,15,20-tetrakis(4-pyridinyl)-21H,23H-porphyrin N1=CC=C(C=C1)C=1C2=CC=C(N2)C(=C2C=CC(C(=C3C=CC(=C(C=4C=CC1N4)C4=CC=NC=C4)N3)C3=CC=NC=C3)=N2)C2=CC=NC=C2